4-methylbenzaldehyde CC1=CC=C(C=O)C=C1